C1(CC1)OC1=C(C=CC=C1)C=1C(NC(NC1[N+](=O)[O-])=O)=O cyclopropaneoxynitrophenyluracil